(S)-1-cyclohexyl-1,2,3,6-tetrahydropyridin-3-ol C1(CCCCC1)N1C[C@H](C=CC1)O